2-(((cis-4-aminocycloheptyl)thio)methyl)-8-methylquinazolin-4(3H)-one trifluoroacetate FC(C(=O)O)(F)F.N[C@H]1CC[C@H](CCC1)SCC1=NC2=C(C=CC=C2C(N1)=O)C